NC1=NC(=CC=C1C(=O)C12CC(C1)(C2)C(F)(F)F)C (2-amino-6-methylpyridin-3-yl)(3-(trifluoromethyl)-bicyclo[1.1.1]pentan-1-yl)methanone